N1C=C(C2=CC=CC=C12)CCC1N(CCC2=CC(=C(C=C12)OCCC(=O)O)OC)C=O 3-((1-(2-(1H-indol-3-yl)ethyl)-2-formyl-6-methoxy-1,2,3,4-tetrahydroisoquinoline-7-yl)oxy)propionic acid